([1,1'-biphenyl]-3,3',5,5'-tetrayltetrakis(acetylene-2,1-diyl))tetrabenzoic acid C1(=CC(=CC(=C1)C#CC1=C(C(=O)O)C=CC=C1)C#CC1=C(C(=O)O)C=CC=C1)C1=CC(=CC(=C1)C#CC1=C(C(=O)O)C=CC=C1)C#CC1=C(C(=O)O)C=CC=C1